FC=1C(=CSC1C(=O)OC)B(O)O (4-fluoro-5-(methoxycarbonyl)thiophen-3-yl)boronic acid